C(C)(C)C=1C=C(OC1)B(O)O 4-(ISO-PROPYL)FURAN-2-BORONIC ACID